ClC1=C(C(=C(C#N)C(=C1)OC1CC1)C1=CC=NN1C1CC1)F 4-chloro-6-cyclopropyloxy-2-(1-cyclopropyl-1H-pyrazol-5-yl)-3-fluorobenzonitrile